C(C1=CC=CC=C1)O[C@@H]1C(O[C@@H]2OC(O[C@@H]21)(C)C)(CO)CO ((3aR,6S,6aR)-6-(benzyloxy)-2,2-dimethyltetrahydrofurano[2,3-d][1,3]dioxolan-5,5-diyl)dimethanol